5-[5-(1-Piperidinyl)-1,2,3,3a,4,5,6,6a-octahydropentalen-2-yl]-N-(3-chloro-4-fluorophenyl)-3-methyl-4-imidazolecarboxamide N1(CCCCC1)C1CC2CC(CC2C1)C1=C(N(C=N1)C)C(=O)NC1=CC(=C(C=C1)F)Cl